Methyl 2-(2-(dimethylamino)ethoxy)-5-methylisonicotinate CN(CCOC=1C=C(C(=O)OC)C(=CN1)C)C